O.O.O.O.[Co](F)F cobalt(II) fluoride tetrahydrate